CS(=O)(=O)NC1=NN=CO1 5-methylsulfonamido-1,3,4-oxadiazole